2-(2-(5-methyl-2-((1-methyl-1H-pyrazol-5-yl)amino)pyrimidin-4-yl)-4-oxo-6,7-dihydrothieno[3,2-c]pyridin-5(4H)-yl)propionic acid CC=1C(=NC(=NC1)NC1=CC=NN1C)C1=CC=2C(N(CCC2S1)C(C(=O)O)C)=O